CN1C=C(C2=CC=CC=C12)C1=NC(=NC=C1OC)Cl 1-methyl-3-(5-methoxy-2-chloro-4-pyrimidinyl)indole